(4-bromobenzyl)(chloro)zinc BrC1=CC=C(C[Zn]Cl)C=C1